C(C1=CC=CC=C1)OC(=O)N[C@H](C(=O)OC)COC1CC2(C1)CC(C2)NC(=O)OC(C)(C)C Methyl (2S)-2-(benzyloxycarbonylamino)-3-[6-(tert-butoxycarbonylamino)spiro[3.3]heptan-2-yl]oxy-propanoate